4-[8-amino-3-(4-aminobutyryl)imidazo[1,5-a]pyrazin-1-yl]-2-methoxy-N-(2-pyridyl)benzamide trihydrochloride Cl.Cl.Cl.NC=1C=2N(C=CN1)C(=NC2C2=CC(=C(C(=O)NC1=NC=CC=C1)C=C2)OC)C(CCCN)=O